O=C1NC(CC[C@@H]1NC(=O)C1CCNC2=CC=CC=C12)=O N-[(3S)-2,6-dioxo-3-piperidyl]-3,4-dihydro-2H-quinoline-4-carboxamide